FC(CN(C1=NC=2N(C3=CC=CC(=C13)F)C(=NN2)C)C2=CC(=NC=C2)C#CC2(CC2)C)F N-(2,2-difluoroethyl)-6-fluoro-1-methyl-N-(2-((1-methylcyclopropyl)ethynyl)pyridin-4-yl)-[1,2,4]triazolo[4,3-a]quinazolin-5-amine